tert-butyl (1,3-bis((4-ethynylbenzyl)oxy)-2-(((4-ethynylbenzyl) oxy)methyl) propan-2-yl)carbamate C(#C)C1=CC=C(COCC(COCC2=CC=C(C=C2)C#C)(COCC2=CC=C(C=C2)C#C)NC(OC(C)(C)C)=O)C=C1